ClC1=NC(=NC(=C1)C)C1(CC1)F 4-chloro-2-(1-fluorocyclopropyl)-6-methyl-pyrimidine